C(C)(C)(C)C=1C=C(C=C(C1)C(C)(C)C)Br 3,5-di-tert-butylphenyl bromide